dihydropyridinopyrrole N1CCC2=C1C=CC=N2